ClC1=C(C=C2C(=C(N(C2=C1F)C)C1=NC(=NN1)C(=O)N(C)CCO)N1C=NC=C1)OC 5-(6-chloro-7-fluoro-3-(1H-imidazol-1-yl)-5-methoxy-1-methyl-1H-indol-2-yl)-N-(2-hydroxyethyl)-N-methyl-1H-1,2,4-triazole-3-carboxamide